The molecule is a ribose monophosphate that is alpha-D-ribose having a monophosphate group at position 5 as well as a methylphosphonate group at position 1. It is a ribose monophosphate and an organic phosphonate. It is a conjugate acid of an alpha-D-ribose 1-methylphosphonate 5-phosphate(3-). CP(=O)(O)O[C@@H]1[C@@H]([C@@H]([C@H](O1)COP(=O)(O)O)O)O